(1S,2S)-2-fluoro-N-(2-(5-fluoro-2-methoxypyridin-3-yl)-1-(methyl-d3)-1H-pyrrolo[2,3-c]pyridin-5-yl)cyclopropane-1-carboxamide F[C@@H]1[C@@H](C1)C(=O)NC=1C=C2C(=CN1)N(C(=C2)C=2C(=NC=C(C2)F)OC)C([2H])([2H])[2H]